Methyl heptane-6-carboxylate CCCCCC(C)C(=O)OC